6-(2-(3'-chloro-[1,1'-biphenyl]-3-yl)acetyl)-2-(1-(2',3',4',5'-tetrahydro-[1,1'-biphenyl]-3-yl)cyclopropyl)-3,5,6,7,8,9-hexahydro-4H-pyrimido[5,4-c]azepin-4-one ClC=1C=C(C=CC1)C1=CC(=CC=C1)CC(=O)N1CC2=C(CCC1)N=C(NC2=O)C2(CC2)C=2C=C(C=CC2)C=2CCCCC2